ClC1=C(C=CC=2C(=C3N(C12)CCN(C3)C(=O)C3NCCOC3)C=3C=NNC3)Cl (6,7-dichloro-10-(1H-pyrazol-4-yl)-3,4-dihydropyrazino[1,2-a]indol-2(1H)-yl)(morpholin-3-yl)methanone